1-allyl-3-(hydroxymethyl)pyridin-2(1H)-one C(C=C)N1C(C(=CC=C1)CO)=O